5,3'-dihydroxy-7,4'-dimethoxyflavanone OC1=C2C(CC(OC2=CC(=C1)OC)C1=CC(=C(C=C1)OC)O)=O